C(C1=CC=CC=C1)(=O)OCC1CCCO1 tetrahydrofurfuryl alcohol benzoate